C[C@@H]1O[C@@H](CN(C1)C1=CC=CC(=N1)C1=NC2=CC(=NC=C2C=C1)CNC(C1=CC=CC=C1)=O)C N-((2-(6-((cis)-2,6-dimethylmorpholino)pyridin-2-yl)-1,6-naphthyridin-7-yl)methyl)benzamide